N1=CNC2=NC=CC(=C21)C=2C=NN(C2)C2=CC=C(C=N2)C(CCNC(=O)NC2CC2)C(F)(F)F 1-(3-(6-(4-(3H-imidazo[4,5-b]pyridin-7-yl)-1H-pyrazol-1-yl)pyridin-3-yl)-4,4,4-trifluorobutyl)-3-cyclopropylurea